2-(((3S,4R,5R,6R)-4,5-dihydroxy-6-(hydroxymethyl)tetrahydro-2H-pyran-3-yl)amino)-4-(trifluoromethyl)thiazole-5-carbonitrile O[C@@H]1[C@H](CO[C@@H]([C@@H]1O)CO)NC=1SC(=C(N1)C(F)(F)F)C#N